BrC1=CC=C(C=C1)C=1N=NNC1 4-(4-bromophenyl)-1H-1,2,3-triazole